C(C)OC1=C(C=C(C=C1)C(CC1=NC(=NC(=N1)N[C@@H](CO)CC(C)C)NS(=O)(=O)C)C)F N-(4-(2-(4-Ethoxy-3-fluorophenyl)propyl)-6-(((R)-1-hydroxy-4-methylpentan-2-yl)amino)-1,3,5-triazin-2-yl)methanesulfonamide